methyl (tert-butoxycarbonyl)-D-asparaginyl-L-alaninate C(C)(C)(C)OC(=O)N[C@H](CC(N)=O)C(=O)N[C@@H](C)C(=O)OC